(rac)-((1s,3s)-3-hydroxy-3-methylcyclobutyl)(6-(2-methyl-3-(trifluoromethyl)phenyl)-2-azaspiro[3.4]oct-2-yl)methanone OC1(CC(C1)C(=O)N1CC2(C1)C[C@@H](CC2)C2=C(C(=CC=C2)C(F)(F)F)C)C |r|